2,2',2''-{10-[1-ethoxy-5-{4-[2-(2-ethoxyethoxy)ethoxy]phenyl}-1-oxopent-2-yl]-1,4,7,10-tetraazacyclododecane-1,4,7-tri-yl}triacetic acid C(C)OC(C(CCCC1=CC=C(C=C1)OCCOCCOCC)N1CCN(CCN(CCN(CC1)CC(=O)O)CC(=O)O)CC(=O)O)=O